4-fluoro-N-[4-fluoro-5-(2-morpholin-4-ylpyrimidin-5-yl)-2-[(3R)-3,4-dimethylpiperazin-1-yl]phenyl]-3,5-dimethylbenzamide FC1=C(C=C(C(=O)NC2=C(C=C(C(=C2)C=2C=NC(=NC2)N2CCOCC2)F)N2C[C@H](N(CC2)C)C)C=C1C)C